[N+](=O)([O-])C=1C=CC=C(C1)B(O)O 5-nitrophenylboronic acid